2-[(2,4-dichlorophenyl)methylamino]-5-propyl-4H-[1,2,4]triazolo[1,5-a]pyrimidin-7-one ClC1=C(C=CC(=C1)Cl)CNC1=NN2C(NC(=CC2=O)CCC)=N1